tert-butyl (4-((2-(4-isopropylpiperidin-1-yl)pyrimidin-5-yl)amino)-2-methylbenzyl)carbamate C(C)(C)C1CCN(CC1)C1=NC=C(C=N1)NC1=CC(=C(CNC(OC(C)(C)C)=O)C=C1)C